C(C)(C)(C)OC(=O)N1C(CN(CC1)C(C1=CC=C(C=C1)F)C1=CC=C(C=C1)F)C1=CC=CC=C1 tert-butyl-4-(bis(4-fluorophenyl)methyl)-2-phenylpiperazine-1-carboxylate